4-(4-(3,7,9-triazabicyclo[3.3.1]nonan-3-yl)-8-fluoro-2-((tetrahydro-1H-pyrrolizin-7a(5H)-yl)methoxy)pyrido[4,3-d]pyrimidin-7-yl)-5-ethylnaphthalen-2-ol C12CN(CC(CNC1)N2)C=2C1=C(N=C(N2)OCC23CCCN3CCC2)C(=C(N=C1)C1=CC(=CC2=CC=CC(=C12)CC)O)F